3-METHYL-3H-IMIDAZO[4,5-B]PYRIDINE-2-CARBALDEHYDE CN1C(=NC=2C1=NC=CC2)C=O